2'-amino-5-chloro-2,4'-difluoro-N-(4-(methylthio)-3-(trifluoromethyl)phenyl)-[1,1'-biphenyl]-4-carboxamide NC1=C(C=CC(=C1)F)C1=C(C=C(C(=C1)Cl)C(=O)NC1=CC(=C(C=C1)SC)C(F)(F)F)F